2-thiophenecarboxaldehyde hydrazone S1C(=CC=C1)C=NN